zinc bis(trimethylsilyl)amine C[Si](C)(C)N[Si](C)(C)C.[Zn]